CC(C)(C(Cl)(Cl)Cl)O Trichloro-2-methylpropan-2-ol